C(CCCCCCCCC)(=O)OC(CSCCCCC)CCCCC1(OCC(O1)CCOS(=O)(=O)C1=CC=C(C)C=C1)CCCCC(CSCCCCC)OC(CCCCCCCCC)=O (4-(2-(Tosyloxy)ethyl)-1,3-dioxolane-2,2-diyl)bis(1-(pentylthio)hexane-6,2-diyl) bis(decanoate)